NC1=CC(=C(C=C1OC)C(=O)N1CCN(CC1)CC)OC(F)F (4-amino-2-(difluoromethoxy)-5-methoxyphenyl)(4-ethylpiperazin-1-yl)methanone